C(C)(=O)N1[C@H](CC1)C(=O)N1CC=2N=C(SC2C1)NC(C1=CN=C(C=C1C1=C(C=CC=C1)OC)C)=O |r| (Racemic)-N-(5-(1-acetylazetidine-2-carbonyl)-5,6-dihydro-4H-pyrrolo[3,4-d]thiazol-2-yl)-4-(2-methoxyphenyl)-6-methylnicotinamide